β-D-galactopyranosyl-(1-4)-β-D-galactopyranosyl-D-glucose [C@@H]1([C@H](O)[C@@H](O)[C@@H](O)[C@H](O1)CO)O[C@@H]([C@@H]([C@H](C(=O)[C@H]1[C@H](O)[C@@H](O)[C@@H](O)[C@H](O1)CO)O)O)[C@H](O)CO